5-[4-amino-5-(trifluoromethyl)pyrrolo[2,1-f][1,2,4]triazin-7-yl]-N-[(3R,4S)-4-fluoro-1-[phenyl(deutero)methyl]pyrrolidin-3-yl]-2-methoxypyridine-3-carboxamide NC1=NC=NN2C1=C(C=C2C=2C=C(C(=NC2)OC)C(=O)N[C@@H]2CN(C[C@@H]2F)C([2H])C2=CC=CC=C2)C(F)(F)F